BrC=1C=C(C(=C(C(=O)N[C@@H]2CN(C[C@@H]2F)C(=O)OC(C)(C)C)C1)CF)F tert-butyl (3R,4S)-3-(5-bromo-3-fluoro-2-(fluoromethyl)benzamido)-4-fluoropyrrolidine-1-carboxylate